3-(6-(1H-pyrazol-1-yl)pyrid-3-yl)-5-(bromomethyl)-1-(2,6-difluorobenzyl)-6-(4-nitrophenyl)thieno[2,3-d]pyrimidine-2,4(1H,3H)-dione N1(N=CC=C1)C1=CC=C(C=N1)N1C(N(C2=C(C1=O)C(=C(S2)C2=CC=C(C=C2)[N+](=O)[O-])CBr)CC2=C(C=CC=C2F)F)=O